[Ti].[Al].[V].[Mo] molybdenum-vanadium-aluminum-titanium